6-amino-2-oxospiro[indoline-3,3'-pyrrolidine]-1'-carboxylic acid tert-butyl ester C(C)(C)(C)OC(=O)N1CC2(CC1)C(NC1=CC(=CC=C12)N)=O